C(C)OC(=O)C=1C(N(C(N(C1)C(C)C)=O)C1=CC=C(C=C1)C)=O.CC1CC=C(CC1)CCCC(C)C 1-methyl-4-(4-methylpentyl)cyclohexane-3-ene ethyl-1-isopropyl-3-(4-methylphenyl)-2,4-dioxo-1,2,3,4-tetrahydropyrimidine-5-carboxylate